Methyl 4-((N-(3-(trifluoromethyl)phenyl)morpholine-4-carboxamido)methyl)benzoate FC(C=1C=C(C=CC1)N(C(=O)N1CCOCC1)CC1=CC=C(C(=O)OC)C=C1)(F)F